IC1=CNC2=NC=C(C=C21)OC 3-iodo-5-methoxy-1H-pyrrolo[2,3-b]pyridine